C(C)[Sn](C(C)C)(C(C)C)CC Diethyl-diisopropyl-tin